N1,N1-bis(pyridin-2-ylmethyl)ethane-1,2-diamine N1=C(C=CC=C1)CN(CCN)CC1=NC=CC=C1